CC(C)(C)[S@@](=O)N[C@H](C)C1=C2C3(C(N(C2=CC=C1)C)=O)CC3 |&1:7| (R)-2-methyl-N-((R/S)-1-(1'-methyl-2'-oxospiro[cyclopropane-1,3'-indoline]-4'-yl)ethyl)propane-2-sulfinamide